FC1=CC(=C(C(=C1)C)C1=NC=2C(=NC=C(N2)N([C@H]2CN(CC2)C(=O)OC(C)(C)C)C)N1C)OC tert-Butyl (3R)-3-[[2-(4-fluoro-2-methoxy-6-methyl-phenyl)-1-methyl-imidazo[4,5-b]pyrazin-5-yl]-methyl-amino]pyrrolidine-1-carboxylate